C1(CCCC1)NC1=C(C#N)C=CC=C1[N+](=O)[O-] (cyclopentylamino)-3-nitrobenzonitrile